OC=1C(=C(C=CC1)I)S(=O)(=O)C1=CC=C(C)C=C1 hydroxyl-tosyl-iodobenzene